p-vinylsulfonamido-(S)-phenylalanine C=CS(=O)(=O)NC1=CC=C(C=C1)C[C@@H](C(=O)O)N